FC=1C2=C(N3C1CN(CC3)C(CCOCC3NCC3)=O)N=CC(=C2)C2COC2 2-((3-(5-fluoro-3-(oxetan-3-yl)-8,9-dihydropyrido[3',2':4,5]pyrrolo[1,2-a]pyrazin-7(6H)-yl)-3-oxopropoxy)methyl)azetidin